1-(2,2-Difluoroethyl)-3,6-dimethyl-1H-imidazo[4,5-g]quinazoline FC(CN1CN(C=2C1=CC=1C=NC(=NC1C2)C)C)F